bis(4-pentylnonyl) 8,8'-((3-(pyrrolidin-1-yl)propanoyl) azanediyl)dioctanoate N1(CCCC1)CCC(=O)N(CCCCCCCC(=O)OCCCC(CCCCC)CCCCC)CCCCCCCC(=O)OCCCC(CCCCC)CCCCC